4-(4-amino-3-methoxyphenoxy)adamantane-1-carboxylic acid methyl ester COC(=O)C12CC3C(C(CC(C1)C3)C2)OC2=CC(=C(C=C2)N)OC